Divinylketon C(=C)C(=O)C=C